N[C@]1(C(N(C2=CC=CC=C12)C(C1=CC=CC=C1)(C1=CC=CC=C1)C1=CC=CC=C1)=O)C1=CC=CC=C1 (R)-3-amino-3-phenyl-1-triphenylmethylindol-2-one